(6R,9S)-N-(4-chloro-2-fluoro-5-(trifluoromethyl)phenyl)-3-oxo-3,5,6,7,8,9-hexahydro-2H-6,9-methano-cyclohepta[c]pyridine-10-carboxamide ClC1=CC(=C(C=C1C(F)(F)F)NC(=O)C1[C@H]2CC=3C(=CNC(C3)=O)[C@H]1CC2)F